N,N'-bis(4-aminophenyl)-N,N'-di-2-naphthyl-1,4-phenylenediamine NC1=CC=C(C=C1)N(C1=CC=C(C=C1)N(C1=CC2=CC=CC=C2C=C1)C1=CC=C(C=C1)N)C1=CC2=CC=CC=C2C=C1